C(C1=CC=CC=C1)OC=1C=C(C=CC1)C1=CC(=CC=C1)C(C(=O)N1CC2=C(N=C(NC2=O)C2(CC2)C2=CC=CC=C2)CC1)O 6-(2-(3'-(benzyloxy)-[1,1'-biphenyl]-3-yl)-2-hydroxyacetyl)-2-(1-phenylcyclopropyl)-5,6,7,8-tetrahydropyrido[4,3-d]pyrimidin-4(3H)-one